The molecule is conjugate base of (11S)-11-hydroperoxylinoleic acid arising from deprotonation of the carboxylic acid function. It is a hydroperoxy polyunsaturated fatty acid anion and an octadecanoid anion. It is a conjugate base of an (11S)-11-hydroperoxylinoleic acid. It is an enantiomer of an (11R)-11-hydroperoxylinoleate. CCCCC/C=C\\[C@@H](/C=C\\CCCCCCCC(=O)[O-])OO